C1(CCCCC1)[Sn](C1CCCCC1)C1CCCCC1 Tricyclohexyl-tin